methyl 3-(N-(2-(4-ethoxypiperidin-1-yl)-5-(trifluoromethyl) phenyl) sulfamoyl)-4-methoxybenzoate C(C)OC1CCN(CC1)C1=C(C=C(C=C1)C(F)(F)F)NS(=O)(=O)C=1C=C(C(=O)OC)C=CC1OC